tert-Butyl (4-(4-amino-7-(1-(ethylsulfonyl)pyrrolidin-3-yl)pyrrolo[2,1-f][1,2,4]triazin-5-yl)-2-methoxyphenyl)carbamate NC1=NC=NN2C1=C(C=C2C2CN(CC2)S(=O)(=O)CC)C2=CC(=C(C=C2)NC(OC(C)(C)C)=O)OC